6-((tetrahydro-2H-pyran-4-yl)oxy)benzo[d]oxazol-2(3H)-thione O1CCC(CC1)OC1=CC2=C(NC(O2)=S)C=C1